ClC1=CC=2N(C(=C1)CC(=O)O)C=NC2 (7-chloroimidazo[1,5-a]pyridin-5-yl)acetic acid